The molecule is an organic heterobicyclic compound, which is imidazo[4,5-d]azepin-5(6H)-one substituted by a 3,5-dibromo-4-methoxybenzyl group at position 4 and a methylamino group at position 2. It is an antimitotic alkaloid isolated from the marine sponge Pseudoceratina. It has a role as a metabolite and an antimitotic. It is an organobromine compound, an organic heterobicyclic compound and an alkaloid. CNC1=NC2=C(C(=O)N=CC=C2N1)CC3=CC(=C(C(=C3)Br)OC)Br